3,3-dinitropentane [N+](=O)([O-])C(CC)(CC)[N+](=O)[O-]